CNC1=C(C=CC=C1)S(=O)(=O)O 2-(methylamino)benzenesulfonic acid